(R)-1-(1-acryloylpiperidin-4-yl)-N-(4-(4-morpholino-7H-pyrrolo[2,3-d]pyrimidin-6-yl)phenyl)pyrrolidine-3-carboxamide C(C=C)(=O)N1CCC(CC1)N1C[C@@H](CC1)C(=O)NC1=CC=C(C=C1)C1=CC2=C(N=CN=C2N2CCOCC2)N1